FC(C1=C(C=CC(=C1)C(F)(F)F)C(C)N1N=C(C(=C1)[N+](=O)[O-])C)(F)F 1-(1-(2,4-bis(trifluoromethyl)phenyl)ethyl)-3-methyl-4-nitro-1H-pyrazole